N1(CCCCCC1)C=1N=NC(=CC1C(=O)NC1=CC(=NC=C1)S(=O)(C)=N)C(F)(F)F 3-(azepan-1-yl)-N-{2-[imino(methyl)oxo-λ6-sulfanyl]pyridin-4-yl}-6-(trifluoromethyl)pyridazine-4-carboxamide